2-amino-3-methyl-N-(2-morpholinoethyl)-pentanamide NC(C(=O)NCCN1CCOCC1)C(CC)C